COC=1C(OC(=CC1N[C@@H]1[C@H](CCC1)OC)C(=O)NC=1SC(=NN1)N1N=CC=C1C)=O 3-methoxy-4-(((1S,2S)-2-methoxycyclopentyl)amino)-N-(5-(5-methyl-1H-pyrazol-1-yl)-1,3,4-thiadiazol-2-yl)-2-oxo-2H-pyran-6-carboxamide